N-ethyl-pyridine bromide salt [Br-].C(C)N1CC=CC=C1